ClC=1C=C(C=CC1N1C(N(C=C1)C)=O)C1=C(C(=CC(=C1)F)C=1C=C(C=2N(C1)C=CN2)N2CCN(CC2)C(C)C)O 1-(3-chloro-5'-fluoro-2'-hydroxy-3'-(8-(4-isopropylpiperazin-1-yl)imidazo[1,2-a]pyridin-6-yl)-[1,1'-biphenyl]-4-yl)-3-methyl-1H-imidazol-2(3H)-one